FC1=NC(=CC=C1N1CCN(CC1)CC=1C=CC=2C=3N(C(NC2C1F)=O)C=CN3)C(NCC)=O 8-((4-(2-fluoro-6-(ethylcarbamoyl)pyridin-3-yl)piperazin-1-yl)methyl)-7-fluoroimidazo[1,2-c]quinazolin-5(6H)-one